Decanediol Diacrylate CCCCCCCCCC(OC(=O)C=C)OC(=O)C=C